4,4'-Methylenebisanthranilic acid C(C=1C=C(C(C(=O)O)=CC1)N)C=1C=C(C(C(=O)O)=CC1)N